C1([C@@H](O)[C@@H](O)[C@@H](O1)CO)N L-ribosyl-amine